CC1=CC(=NC(=C1)C)NC(=O)N1CCN(CC1)CC1=C(C=CC=C1)N1CCC(CC1)C N-(4,6-dimethylpyridin-2-yl)-4-(2-(4-methylpiperidin-1-yl)benzyl)piperazine-1-carboxamide